(S)-2-((2S,3S)-2-([((9H-fluoren-9-yl)methoxy)carbonyl]amino)-3-methylpentanoylamino)-5,5-dimethylhexanoic acid C1=CC=CC=2C3=CC=CC=C3C(C12)COC(=O)N[C@H](C(=O)N[C@H](C(=O)O)CCC(C)(C)C)[C@H](CC)C